Butyl-1,3-propanediamine C(CCC)C(CCN)N